C1(CC1)C=1C(=C2C=NNC2=CC1)CNC(C1=CC(=C(C=C1)C)C(F)(F)F)=O N-((5-cyclopropyl-1H-indazol-4-yl)methyl)-4-methyl-3-(trifluoro-methyl)benzamide